FC(C(C(C(C(C(C(C(F)(F)F)(F)F)(F)F)(F)F)(F)F)(F)F)(F)F)(S(=O)(=O)[O-])F.C(C)(C)(C)C=1C(=C(C=CC1)[I+]C1=CC=CC=C1)C(C)(C)C Di-t-butyldiphenyliodonium perfluorooctanesulfonate